C1(C(C(C(C(C1[2H])([2H])[2H])([2H])[2H])([2H])[2H])([2H])[2H])([2H])C1=C(C(=NN=N1)C1=C(C=CC=C1)C1=C(C=CC=2SC3=C(C21)C=CC=C3)C3=C(C=CC=C3)C3=CC=CC=C3)C3(C(C(C(C(C3[2H])([2H])[2H])([2H])[2H])([2H])[2H])([2H])[2H])[2H] [(diphenyl-d10)triazinyl][(biphenylyl)dibenzothiopheneyl]benzene